COC(CO)CC=1C=NN(C1)C 2-Methoxy-3-(1-methyl-1H-pyrazol-4-yl)propan-1-ol